7',8'-dihydro-5'H-spiro[cyclobutane-1,6'-quinolin]-3'-amine N1=CC(=CC=2CC3(CCC12)CCC3)N